4-[[[4-[(5-methyl-1H-pyrazol-3-yl)amino]pyrrolo[2,1-f][1,2,4]triazin-2-yl]thio]methyl]benzoic acid CC1=CC(=NN1)NC1=NC(=NN2C1=CC=C2)SCC2=CC=C(C(=O)O)C=C2